8-(4-(difluoromethoxy)phenyl)-6-(2-methyl-2H-indazol-5-yl)-2-((2,2,2-trifluoroethyl)amino)pteridin-7(8H)-one FC(OC1=CC=C(C=C1)N1C(C(=NC=2C=NC(=NC12)NCC(F)(F)F)C1=CC2=CN(N=C2C=C1)C)=O)F